N-(cyclopropylmethyl)-5-(pyrido[2,3-b]pyrazin-7-yl)pyrrolo[2,1-f][1,2,4]triazin-2-amine C1(CC1)CNC1=NN2C(C=N1)=C(C=C2)C2=CC=1C(=NC=CN1)N=C2